1-(2-chlorobenzyl)cyclopropane-1-carboxylic acid ClC1=C(CC2(CC2)C(=O)O)C=CC=C1